ClC1=CC(=CC(=N1)C#N)OCCC1=CC=C(C=C1)C(F)(F)F 6-chloro-4-(4-(trifluoromethyl)phenethoxy)picolinonitrile